1-(5-bromo-1-tosyl-1H-pyrrolo[2,3-b]pyridin-3-yl)-3-(dimethylamino)prop-2-en-1-one BrC=1C=C2C(=NC1)N(C=C2C(C=CN(C)C)=O)S(=O)(=O)C2=CC=C(C)C=C2